(+)-anethol C1(=CC=C(C=CC)C=C1)OC